N-[3-[1-(1H-1,3-benzodiazol-2-yl)imidazo[1,5-a]pyrazin-6-yl]-2,4-difluorophenyl]-5-chloro-2-methoxypyridine-3-sulfonamide N1C(=NC2=C1C=CC=C2)C=2N=CN1C2C=NC(=C1)C=1C(=C(C=CC1F)NS(=O)(=O)C=1C(=NC=C(C1)Cl)OC)F